zinc Glutathione N[C@H](C(=O)O)CCC(=O)N[C@@H](CS)C(=O)NCC(=O)O.[Zn]